ferrocenyl-methylphosphine [C-]1(C=CC=C1)PC.[CH-]1C=CC=C1.[Fe+2]